FC(C1=NN=C(S1)C1=NC=C2N1C=C(C=C2N2C[C@H](N(CC2)C(=O)C2(CC2)OC)C)S(=O)(=O)NC2(CC2)C)F (R)-3-(5-(difluoromethyl)-1,3,4-thiadiazol-2-yl)-8-(4-(1-methoxycyclopropane-1-carbonyl)-3-methylpiperazin-1-yl)-N-(1-methylcyclopropyl)imidazo[1,5-a]pyridine-6-sulfonamide